(R)-N-(2-(4-cyanothiazolidin-3-yl)-2-oxoethyl)-6-(6-(difluoromethyl)pyridin-3-yl)quinoline-4-carboxamide C(#N)[C@H]1N(CSC1)C(CNC(=O)C1=CC=NC2=CC=C(C=C12)C=1C=NC(=CC1)C(F)F)=O